CC1=CC=C(COC2=CC=C(C=C2)NC=2SC(=C(N2)C)C(C)=NNC(=N)N)C=C1 2-((4-(p-methylbenzyloxy)phenyl)amino)-4-methyl-5-(1-(guanidinoimino)ethyl)-thiazole